IC=1C2=C(SC1C1=C(C3=C([Si]1(C1=CC=CC=C1)C1=CC=CC=C1)C=CC=C3)I)C=CC=C2 3-iodo-2-(3-iodo-1,1-diphenyl-1H-benzo[b]silol-2-yl)benzo[b]thiophene